5-bromo-2-iodo-3-methyl-phenol BrC=1C=C(C(=C(C1)O)I)C